C(C)(=O)C1=CC=C(OCC(=O)O)C=C1 2-(4-acetylphenoxy)acetic acid